NC1=NC=2C=CC=CC2C2=C1N=C(N2CCNC(=O)C2=CC=C(CCNC(OC(C)(C)C)=O)C=C2)CCCC tert-butyl 4-(2-(4-amino-2-butyl-1H-imidazo[4,5-c]quinolin-1-yl)ethylcarbamoyl)phenethylcarbamate